ClC1=C(C=CC(=C1)OC1=CC=CC=C1)C(C1=CNC2=C1C1=C(NCC(N1)(C)COC)C=N2)O 9-((2-chloro-4-phenoxyphenyl)(hydroxy)methyl)-2-(methoxymethyl)-2-methyl-1,2,4,7-tetrahydro-3H-pyrrolo[3',2':5,6]Pyrido[3,4-b]Pyrazine